[2,2-bis(4-fluorophenyl)-1-methyl-ethyl] (2S)-2-[(4-formamido-3-hydroxy-pyridine-2-carbonyl)amino]propanoate C(=O)NC1=C(C(=NC=C1)C(=O)N[C@H](C(=O)OC(C(C1=CC=C(C=C1)F)C1=CC=C(C=C1)F)C)C)O